3-(3-methylphenyl)-5-(4,4,5,5-tetramethyl-1,3,2-dioxaborolan-2-yl)pyridin-2-amine CC=1C=C(C=CC1)C=1C(=NC=C(C1)B1OC(C(O1)(C)C)(C)C)N